OC1=NC(=NC=C1)CN1C(C=C(C=C1)C1=NN(C2=NC=CN=C21)C2=CC=C(C=C2)C(F)(F)F)=O 1-((4-hydroxypyrimidin-2-yl)methyl)-4-(1-(4-(trifluoromethyl)phenyl)-1H-pyrazolo[3,4-b]pyrazin-3-yl)pyridin-2(1H)-one